N-[(1R)-1-(1-Naphthyl)ethyl]-4-phenyl-pyridine-2-carboxamide C1(=CC=CC2=CC=CC=C12)[C@@H](C)NC(=O)C1=NC=CC(=C1)C1=CC=CC=C1